(19R)-22-amino-16-fluoro-5,19-dimethyl-20-oxa-11-thia-4,5,9,23-tetraazapentacyclo[19.3.1.02,6.08,12.013,18]pentacosa-1(24),2(6),3,8(12),9,13,15,17,21(25),22-decaene-3-carbonitrile NC=1C=2O[C@@H](C3=CC(=CC=C3C=3SC=NC3CC=3N(N=C(C3C(=CN1)C2)C#N)C)F)C